Imidazo[1,2-a]pyrimidine-2-carboxylic acid N=1C(=CN2C1N=CC=C2)C(=O)O